6-(1-methylbenzimidazol-4-yl)-3-(4-morpholinoanilino)-5-(prop-2-ynylamino)pyrazine-2-carboxamide CN1C=NC2=C1C=CC=C2C2=C(N=C(C(=N2)C(=O)N)NC2=CC=C(C=C2)N2CCOCC2)NCC#C